O1C(=CC=C1)C1=NC(=NC(=C1C(=O)OCC)NCC1=CC(=CC=C1)C(F)(F)F)NCCOC ethyl 4-(furan-2-yl)-2-((2-methoxyethyl)amino)-6-((3-(trifluoromethyl)benzyl)amino)pyrimidine-5-carboxylate